1-tert-butyl 2-methyl 3-bromopyrrole-1,2-diformate BrC1=C(N(C=C1)C(=O)OC(C)(C)C)C(=O)OC